COC1=C(C(=CC(=C1)C)OC)B(O)O (2,6-dimethoxy-4-methylphenyl)boronic acid